1-methyl-6-oxo-1,4,5,6-tetrahydropyridazine-3-carboxamide CN1N=C(CCC1=O)C(=O)N